(2R,4S)-4-hydroxy-1-[(2R)-2-[4-[2-hydroxy-2-(2-pyridyl)ethyl]triazol-1-yl]-3,3-dimethyl-butanoyl]-N-methyl-pyrrolidine-2-carboxamide O[C@H]1C[C@@H](N(C1)C([C@@H](C(C)(C)C)N1N=NC(=C1)CC(C1=NC=CC=C1)O)=O)C(=O)NC